NC=1C2=C(N=CN1)N(C(=C2C2=CC=C(C=C2)C(=O)N2CCCC2)C2=CC(=C(C(=C2)F)NC(C(=C)C)=O)F)C N-(4-(4-amino-7-methyl-5-(4-(pyrrolidine-1-carbonyl)phenyl)-7H-pyrrolo[2,3-d]pyrimidin-6-yl)-2,6-difluorophenyl)methacrylamide